NC1CCN(CC1)C1=NC(=C2N=CN(C2=N1)C(C)C)NCC1=C(C=CC=C1)N1N=CC(=C1)C(F)(F)F 2-(4-aminopiperidin-1-yl)-9-isopropyl-N-(2-(4-(trifluoromethyl)-1H-pyrazol-1-yl)benzyl)-9H-purin-6-amine